C(CCCCCCC)C(CCCCCCC)(NC(CC(=O)N)=O)CCCCCCCC N'-dioctyloctylmalonamide